FC1(CN(C[C@H]([C@@H]1NC(=O)C=1C=2N(C=C(C1)I)C(=CN2)SC(F)(F)F)C)C)F |r| racemic-trans-N-[3,3-difluoro-1,5-dimethyl-4-piperidyl]-6-iodo-3-(trifluoromethylsulfanyl)imidazo[1,2-a]pyridine-8-carboxamide